1,4-bis(5-nitropyridin-2-yloxy)cyclohexane [N+](=O)([O-])C=1C=CC(=NC1)OC1CCC(CC1)OC1=NC=C(C=C1)[N+](=O)[O-]